S1C(=CC=C1)C=1NC(C2=CC(=CC=C2C1)C(F)(F)F)=O 3-(thien-2-yl)-7-(trifluoromethyl)isoquinolin-1(2H)-one